3-((2-(4-(4-amino-3-(4-phenoxyphenyl)-1H-pyrazolo[3,4-d]pyrimidin-1-yl)piperidin-1-yl)-7-azaspiro[3.5]non-7-yl)methyl)azetidine-1-carboxylic acid tert-butyl ester C(C)(C)(C)OC(=O)N1CC(C1)CN1CCC2(CC(C2)N2CCC(CC2)N2N=C(C=3C2=NC=NC3N)C3=CC=C(C=C3)OC3=CC=CC=C3)CC1